(3S,4S)-4-allyl-3-hydroxy-3-(trichloromethyl)pyrrolidine-1-carboxylic acid tert-butyl ester C(C)(C)(C)OC(=O)N1C[C@@]([C@H](C1)CC=C)(C(Cl)(Cl)Cl)O